6-(dodecylthio)-1-hexanol C(CCCCCCCCCCC)SCCCCCCO